C[C@@H]1N(C[C@@H](N(C1)S(=O)(=O)C=1C=NN(C1)CCC)C)C=1C=C2C=NN(C2=CC1C)C1=CC=C(C=C1)F 5-((2S,5S)-2,5-dimethyl-4-((1-propyl-1H-pyrazol-4-yl)sulfonyl)piperazin-1-yl)-1-(4-fluorophenyl)-6-methyl-1H-indazole